5-((2-Chloropyridin-4-yl)oxy)pyridin-2-amine ClC1=NC=CC(=C1)OC=1C=CC(=NC1)N